nickel(II) hydroxide carbonate C(O)(O)=O.[Ni](O)O